ClC1=C(C2=C(NC(O[C@@]23CN(CCC3)C(=O)C=3C=NN(C3)C(CC)C=3C(=NOC3C)C)=O)C=C1)F (4R)-6-Chloro-1'-(1-(1-(3,5-dimethylisoxazol-4-yl)propyl)-1H-pyrazole-4-carbonyl)-5-fluorospiro[benzo[d][1,3]oxazine-4,3'-piperidin]-2(1H)-one